N1=CC(=CC=C1)C=1OC2=C(N1)C=C(C=C2)C=2N=CC(=NC2)O 5-[2-(Pyridin-3-yl)-1,3-benzoxazol-5-yl]pyrazin-2-ol